CN1N=CC=2C1=NC(=NC2NCC2=CC=C(C=C2)S(=O)(=O)N)N(C2=CC=CC=C2)C 4-(((1-methyl-6-(methyl(phenyl)amino)-1H-pyrazolo[3,4-d]pyrimidin-4-yl)amino)methyl)benzenesulfonamide